4,4'-((propane-1,3-diylbis(oxy))bis(6-methoxybenzo[b]selenophene-5,2-diyl))bis(1-((isopropylamino)oxy)butane-1,4-dione) C(CCOC1=CC2=C([Se]C(=C2)C(CCC(=O)ONC(C)C)=O)C=C1OC)OC1=CC2=C([Se]C(=C2)C(CCC(=O)ONC(C)C)=O)C=C1OC